tert-butyl 4-((4H-benzo[d][1,3]dioxin-6-yl)(6-methoxypyridin-3-yl)methyl)piperazine-1-carboxylate O1COCC2=C1C=CC(=C2)C(N2CCN(CC2)C(=O)OC(C)(C)C)C=2C=NC(=CC2)OC